OCC1C[C@@H]2[C@@H](CN(C2)C(=O)OC(C)(C)C)C1 tert-butyl (3aR,5s,6aS)-5-(hydroxymethyl)hexahydrocyclopenta[c]pyrrole-2(1H)-carboxylate